C(C)(C)(C)OC(=O)N1C(CCC1)C(C)C(C(=O)OCC)C(=O)OCC (±)-Diethyl 2-(1-(1-(tert-butoxycarbonyl)pyrrolidin-2-yl)ethyl)malonate